4,4'-(1,4-phenylene)bis(5-(4-(7-bromoheptan-2-yl)phenyl)-2,3-diphenylcyclopenta-2,4-dien-1-one) C1(=CC=C(C=C1)C=1C(=C(C(C1C1=CC=C(C=C1)C(C)CCCCCBr)=O)C1=CC=CC=C1)C1=CC=CC=C1)C=1C(=C(C(C1C1=CC=C(C=C1)C(C)CCCCCBr)=O)C1=CC=CC=C1)C1=CC=CC=C1